(S)-4-((1-((1H-indol-5-yl)sulfonyl)pyrrolidin-3-yl)(methyl)amino)phenol N1C=CC2=CC(=CC=C12)S(=O)(=O)N1C[C@H](CC1)N(C1=CC=C(C=C1)O)C